tert-butyl 3-(((6-methoxy-4-(4-(2-(4-(trifluoromethyl)phenyl)acetamido)phenyl)quinazolin-7-yl)oxy) methyl)piperidine-1-carboxylate COC=1C=C2C(=NC=NC2=CC1OCC1CN(CCC1)C(=O)OC(C)(C)C)C1=CC=C(C=C1)NC(CC1=CC=C(C=C1)C(F)(F)F)=O